ClC1=C(C2=C(N=C(N2)CCl)C=C1)CCS(=O)(=O)C 2-[5-chloro-2-(chloromethyl)benzimidazolyl]-1-(methylsulfonyl)ethane